(3,3-Difluoroazetidin-1-yl)(4-phenyl-4-(((2-(trifluoromethyl)imidazo[1,2-a]pyridin-5-yl)amino)methyl)piperidin-1-yl)methanone FC1(CN(C1)C(=O)N1CCC(CC1)(CNC1=CC=CC=2N1C=C(N2)C(F)(F)F)C2=CC=CC=C2)F